OCCC1C(N(C2=CC=CC=C12)C1CCN(CC1)C1CCC(CC1)C(C)C)=O 3-(2-hydroxyethyl)-1-(1-((1s,4s)-4-isopropylcyclohexyl)piperidin-4-yl)indolin-2-one